4-[[3-(4-methoxyphenyl)imidazo[1,2-a]pyrazin-8-yl]amino]-2-methyl-N-[(1-methylpiperidin-4-yl)methyl]benzamide COC1=CC=C(C=C1)C1=CN=C2N1C=CN=C2NC2=CC(=C(C(=O)NCC1CCN(CC1)C)C=C2)C